ClC1=C(C=C(C=C1)C1(CCNCC1)NS(=O)(=O)C1=CC=C(C=C1)OC(F)(F)F)F N-(4-(4-chloro-3-fluorophenyl)piperidin-4-yl)-4-(trifluoromethoxy)benzenesulfonamide